(2S,4S)-4-(((carboxymethyl)carbamoyl)oxy)-1-(7,8-dichloro-4-(1H-imidazol-1-yl)naphthalen-2-yl)pyrrolidine-2-carboxylic acid C(=O)(O)CNC(=O)O[C@H]1C[C@H](N(C1)C1=CC2=C(C(=CC=C2C(=C1)N1C=NC=C1)Cl)Cl)C(=O)O